(E)-5-{2-[(4-Methoxyphenyl)sulfonyl]vinyl}-N4-(1-methyl-1H-pyrazol-3-yl)-N2-[4-(4-methylpiperazin-1-yl)phenyl]pyrimidine-2,4-diamine COC1=CC=C(C=C1)S(=O)(=O)/C=C/C=1C(=NC(=NC1)NC1=CC=C(C=C1)N1CCN(CC1)C)NC1=NN(C=C1)C